BrC1=C(C(=NC=C1)Br)C=1C=NC=CC1 dibromo-3,3'-bipyridine